(4-Lauryloxycarbonylbutyl)dimethylammonium acetate C(C)(=O)[O-].C(CCCCCCCCCCC)OC(=O)CCCC[NH+](C)C